OC1(CCN(CC1)C(C[C@@H](C)C1=CC=CC=C1)=O)CN1C=NC(=CC1=O)N1CC(CC1)N1CCOCC1 3-((4-hydroxy-1-((R)-3-phenylbutanoyl)piperidin-4-yl)methyl)-6-(3-morpholinopyrrolidin-1-yl)pyrimidin-4(3H)-one